NC1=C(C=CC=C1F)N1CCC(CC1)O 1-(2-amino-3-fluorophenyl)piperidin-4-ol